methyl 7-formyl-2-methoxyquinoline-3-carboxylate C(=O)C1=CC=C2C=C(C(=NC2=C1)OC)C(=O)OC